(1S,3S,4S)-3-[(tert-Butoxycarbonyl)amino]-4-(methoxymethoxy)cyclohexane-1-carboxylic acid C(C)(C)(C)OC(=O)N[C@H]1C[C@H](CC[C@@H]1OCOC)C(=O)O